4-((4-Methoxy-5-(quinoxalin-6-yl)pyrrolo[2,1-f][1,2,4]triazin-2-yl)amino)-1-methylcyclohexan-1-ol COC1=NC(=NN2C1=C(C=C2)C=2C=C1N=CC=NC1=CC2)NC2CCC(CC2)(O)C